tert-butyl (2R,6S)-4-(1H-indol-4-yl)-2,6-dimethylpiperazine-1-carboxylate N1C=CC2=C(C=CC=C12)N1C[C@H](N([C@H](C1)C)C(=O)OC(C)(C)C)C